(rac)-((1s,3s)-3-hydroxy-3-methylcyclobutyl)(6-(3-(trifluoromethyl)phenyl)-2-azaspiro[3.4]oct-2-yl)methanone OC1(CC(C1)C(=O)N1CC2(C1)C[C@@H](CC2)C2=CC(=CC=C2)C(F)(F)F)C |r|